Cl.Cl.C(=C)[C@H]1CN(C[C@H](N1)C)C=1N=NC(=CN1)C1=C(C=C(C=C1)C=1C=NNC1)O 2-{3-[(3S,5R)-3-ethenyl-5-methylpiperazin-1-yl]-1,2,4-triazin-6-yl}-5-(1H-pyrazol-4-yl)phenol dihydrochloride